C(C)OC(C(SC)C1=CC(=NC=2N1N=CC2Br)Cl)=O (3-bromo-5-chloropyrazolo[1,5-a]pyrimidin-7-yl)-2-(methylthio)acetic acid ethyl ester